5-{2-Amino-[1,2,4]triazolo[1,5-a]pyridin-7-yl}-N-{[2-(cyclopentyloxy)-6-fluorophenyl]methyl}pyridine-3-carboxamide NC1=NN2C(C=C(C=C2)C=2C=C(C=NC2)C(=O)NCC2=C(C=CC=C2F)OC2CCCC2)=N1